C(CCC)[C@H]1CS(C2=C(N(C1)C1=CC=C(C=C1)F)C=C(C(=C2)O\C=C(\C(=O)O)/F)SC)(=O)=O (R)-(Z)-3-((3-butyl-5-(4-fluorophenyl)-7-(methylthio)-1,1-dioxido-2,3,4,5-tetrahydro-1,5-benzothiazepin-8-yl)oxy)-2-fluoroacrylic acid